Cl.ClC=1C=C(C=CC1C(=O)N1CCN(CC1)C(=O)C1CCNCC1)NC(=O)C=1N(C(=CN1)C1=C(C(=C(C=C1)OC)F)F)C N-[3-chloro-4-[4-(piperidine-4-carbonyl)piperazine-1-carbonyl]phenyl]-5-(2,3-difluoro-4-methoxy-phenyl)-1-methyl-imidazole-2-carboxamide hydrochloride